NCC(=O)N1C(C=2N(CC1)C(=C(N2)C2=C(C=C(C=C2)F)F)NC2=CC=C(C=C2)F)(C)C 2-amino-1-(2-(2,4-difluorophenyl)-3-((4-fluorophenyl)amino)-8,8-dimethyl-5,6-dihydroimidazo[1,2-a]pyrazin-7(8H)-yl)ethan-1-one